OOOCCCCCCCCCC Trioxatridecane